ClC1=C(C=CC(=C1)Cl)C(\C=C\C1=CC=C(C=C1)OCC(CN1N=CN=C1)(O)C1=C(C=C(C=C1)F)F)=O (E)-1-(2,4-Dichlorophenyl)-3-[4-[2-(2,4-difluorophenyl)-2-hydroxy-3-(1,2,4-triazol-1-yl)propoxy]phenyl]prop-2-en-1-one